8-naphthyridinecarboxamide N1=CC=CC=2C=CCN(C12)C(=O)N